C(#N)C(COC1=C2N=CN(C2=NC(=N1)NC(C(C)C)=O)[C@H]1CN(C[C@H](O1)CO)C(C1=CC=CC=C1)(C1=CC=CC=C1)C1=CC=CC=C1)C N-(6-(2-cyanopropoxy)-9-((2R,6S)-6-(hydroxymethyl)-4-tritylmorpholin-2-yl)-9H-purin-2-yl)isobutyramide